C1(=CC=CC=C1)S(=O)(=O)NC(CC=1C=C(C=CC1)C(N)=N)C=1SC2=C(C=NC=C2)N1 3-(2-Benzenesulfonamido-2-{[1,3]thiazolo[4,5-c]pyridin-2-yl}ethyl)benzene-1-carboximidamide